C(C)(C)C1=CC=C(C2=CC=CC=C12)C(C)C 1,4-diisopropyl-naphthalene